O(P(OC1=C(C=C(C=C1C(C)(C)C)CC)C(C)(C)C)OP([O-])[O-])C1=C(C=C(C=C1C(C)(C)C)CC)C(C)(C)C bis(2,6-di-tert-butyl-4-ethylphenyl) diphosphite